dimethyl-L-Lysine CN([C@@H](CCCCN)C(=O)O)C